5-(2-ethoxy-3-pyridyl)-1-isopropyl-3-methyl-N-[(6-methyl-2-pyridyl)methyl]pyrazolo[4,3-b]pyridin-7-amine C(C)OC1=NC=CC=C1C1=CC(=C2C(=N1)C(=NN2C(C)C)C)NCC2=NC(=CC=C2)C